The molecule is a dicarboxylic acid monoanion that is the conjugate base of (2S)-2-[(R)-1-carboxyethylamino]pentanoic acid. It derives from a valerate. It is a conjugate base of a (2S)-2-[(R)-1-carboxyethylamino]pentanoic acid. It is a tautomer of a (2S)-2-{[(1R)-1-carboxylatoethyl]azaniumyl}pentanoate. CCC[C@@H](C(=O)[O-])N[C@H](C)C(=O)O